(S)-1-(1-(3-bromo-5-fluorophenyl)-2-hydroxyethyl)-4-(3-(4-fluorophenyl)-1H-indazol-5-yl)pyridin-2(1H)-one BrC=1C=C(C=C(C1)F)[C@@H](CO)N1C(C=C(C=C1)C=1C=C2C(=NNC2=CC1)C1=CC=C(C=C1)F)=O